1,3-dimethylaminoadamantane hydrochloride Cl.CNC12CC3(CC(CC(C1)C3)C2)NC